NC=1C=C(C=CC1)N1C(C(=NC=2C=NC(=NC12)NC1=C(C=C(C=C1)N1CCN(CC1)C)OC)C1=CC=CC=C1)=O 8-(3-aminophenyl)-2-((2-methoxy-4-(4-methyl-1-piperazinyl)phenyl)amino)-6-phenyl-7(8H)pteridinone